methyl 2-[[7-benzyloxy-5-fluoro-6-(1,1,4-trioxo-1,2,5-thiadiazolidin-2-yl)-2-naphthyl]amino]-2-oxo-acetate C(C1=CC=CC=C1)OC1=C(C(=C2C=CC(=CC2=C1)NC(C(=O)OC)=O)F)N1S(NC(C1)=O)(=O)=O